C1(CC1)C1(CC(C1)C1=NC(=CC2=C1N=C(N=C2)NC2CCN(CC2)S(=O)(=O)C)C)O 1-cyclopropyl-3-(6-methyl-2-((1-(methylsulfonyl)piperidin-4-yl)amino)pyrido[3,4-d]pyrimidin-8-yl)cyclobutan-1-ol